C[Si](CCOCN1N=CC(=C1)C1C(CCC1)O)(C)C 2-(1-((2-(trimethylsilyl)ethoxy)methyl)-1H-pyrazol-4-yl)cyclopentan-1-ol